bromospiro[benzo[c]fluorene-7,9'-thioxanthene] BrC1=CC=CC=2SC3=CC=CC=C3C3(C12)C=1C=CC=CC1C=1C2=C(C=CC13)C=CC=C2